FC(C(=O)O)(F)F.ClC1=CC=C2C(=C(N(C2=C1)CCN1CCNCC1)C(=O)OCC)CCCOC1=CC(=C(C(=C1)C)Cl)C ethyl 6-chloro-3-[3-(4-chloro-3,5-dimethylphenoxy)propyl]-1-[2-(piperazin-1-yl)ethyl]-1H-indole-2-carboxylate trifluoroacetate